tert-butyl 3-((1-(2-((1R,5S,6s)-6-((tert-butyldimethylsilyl)oxy)-3-azabicyclo[3.1.0]hexan-3-yl)-3,6-dimethyl-4-oxo-3,4-dihydroquinazolin-8-yl)ethyl)amino)-6-chloropicolinate [Si](C)(C)(C(C)(C)C)OC1[C@@H]2CN(C[C@H]12)C1=NC2=C(C=C(C=C2C(N1C)=O)C)C(C)NC=1C(=NC(=CC1)Cl)C(=O)OC(C)(C)C